bis(3,5-bis(trifluoromethyl)phenyl)diisopropoxybenzylborane FC(C=1C=C(C=C(C1)C(F)(F)F)C(C1=CC=CC=C1)(B(OC(C)C)OC(C)C)C1=CC(=CC(=C1)C(F)(F)F)C(F)(F)F)(F)F